NC=1C(=C(C=CC1)C1N(CC2CCC1(N2)C2=NC(=NC=C2)NC2CC1(CS(C1)(=O)=O)C2)C(=O)[O-])F 4-(3-amino-2-fluorophenyl)-5-(2-((2,2-dioxo-2-thiaspiro[3.3]heptan-6-yl) amino) pyrimidin-4-yl)-3,8-diazabicyclo[3.2.1]octane-3-carboxylate